CN1N=C2C=C(C(=CC2=C1)C1=CC(=C(CN2C(C3=NC=CC=C3C2=O)([2H])[2H])C=C1)F)C 6-(4-(2,6-dimethyl-2H-indazol-5-yl)-2-fluorobenzyl)-6,7-dihydro-5H-pyrrolo[3,4-b]pyridin-5-one-7,7-d2